FC(CN1N=NC(=C1)C(=O)NC)CCC=1SC(=NN1)NC(CC1=NC=CC(=C1)C1CCOCC1)=O 1-(2-fluoro-4-(5-(2-(4-(tetrahydro-2H-pyran-4-yl)pyridin-2-yl)acetamido)-1,3,4-thiadiazol-2-yl)butyl)-N-methyl-1H-1,2,3-triazole-4-carboxamide